The molecule is a member of the class of monohydroxy-1,4-benzoquinones that is embelin in which the hydroxy group at position 5 is replaced by a methoxy group. Isolated from Lysimachia punctata and Embelia ribes, it exhibits antileishmanial activity as well as inhibitory activity towards hepatitis C protease. It has a role as a metabolite, a hepatitis C protease inhibitor, an antileishmanial agent and an antineoplastic agent. It is an enol ether and a member of monohydroxy-1,4-benzoquinones. It derives from an embelin. CCCCCCCCCCCC1=C(C(=O)C=C(C1=O)OC)O